FC(C1=CC=C(C=N1)[C@@H]1[C@H](C1)C=1C=2N(N=C(C1)C=1C(NC(NC1)=O)=O)C=CN2)(F)F 5-(8-((1S,2S)-2-(6-(trifluoromethyl)pyridin-3-yl)cyclopropyl)imidazo[1,2-b]pyridazin-6-yl)pyrimidine-2,4(1H,3H)-dione